O1CCCOC1 5,1-dioxane